3-((S)-2-hydroxy-3-((R)-8-(3-(trifluoromethyl)-1H-pyrrolo[2,3-b]pyridin-5-ylsulfonyl)-1-oxa-8-azaspiro[4.5]dec-3-ylamino)propoxy)-N-methylbenzenesulfonamide O[C@H](COC=1C=C(C=CC1)S(=O)(=O)NC)CN[C@H]1COC2(C1)CCN(CC2)S(=O)(=O)C=2C=C1C(=NC2)NC=C1C(F)(F)F